O1CCN(CC1)CCC[SiH](C=1C=C(C=C)C=CC1)COCC 3-[(3-morpholinopropyl)ethoxymethylsilyl]styrene